1-(3-(aminomethyl)pyridin-2-yl)-N,N-dimethyl-1H-pyrazol-3-amine NCC=1C(=NC=CC1)N1N=C(C=C1)N(C)C